6-[8-(benzo[d]thiazol-2-ylcarbamoyl)-3,4-dihydroisoquinolin-2(1H)-yl]-3'-cyano-2'-(cyclohexyl-(methyl)amino)-3,4'-bipyridine-2-carboxylic acid tert-butyl ester C(C)(C)(C)OC(=O)C1=NC(=CC=C1C1=C(C(=NC=C1)N(C)C1CCCCC1)C#N)N1CC2=C(C=CC=C2CC1)C(NC=1SC2=C(N1)C=CC=C2)=O